CCCCCCCC=C nona-8-en